4-((3-amino-5-((S)-5-amino-5,7-dihydrospiro[cyclopenta[b]pyridin-6,4'-piperidin]-1'-yl)pyrazin-2-yl)thio)-6,6a,7,8-tetrahydro-9H-pyrido[3,2-b]pyrrolo[1,2-d][1,4]oxazin-9-one NC=1C(=NC=C(N1)N1CCC2(CC1)[C@@H](C=1C(=NC=CC1)C2)N)SC2=CC=NC1=C2OCC2N1C(CC2)=O